2-oleoyl-1-palmitoyl-glycerol C(CCCCCCC\C=C/CCCCCCCC)(=O)OC(COC(CCCCCCCCCCCCCCC)=O)CO